C1(=CC=CC=C1)[C@H](OCC(C)C=1C=C(C=CC1)CC(=O)O)[C@H]1CNC2=C(N1)N=CC=C2 (3-{1-[(S)-phenyl((3R)-1H,2H,3H,4H-pyrido[2,3-b]pyrazin-3-yl)methoxy]propan-2-yl}phenyl)acetic acid